3-trifluoromethyl-tetrahydroquinoline FC(C1CNC2=CC=CC=C2C1)(F)F